ClC1=CC(=C(N=N1)N)OC1CC1 6-chloro-4-(cyclopropoxy)pyridazin-3-amine